ClC=1C=C(C=2N(N1)C=CN2)[C@@H]2[C@H](C2)C=2C=C(C(=O)OC)C=CC2 methyl 3-((1S,2S)-2-(6-chloroimidazo[1,2-b]pyridazin-8-yl)cyclopropyl)benzoate